BrC=1SC=C(N1)C1(CC1)NC(OC(C)(C)C)=O Tert-Butyl (1-(2-bromothiazol-4-yl)cyclopropyl)carbamate